FC(C(=O)O)(F)F.NCCCS(=O)(=O)C1=CC=C(C=C1)C=1C=C2C(=CC=NC2=CC1)C(=O)NCC(=O)N1[C@@H](CCC1)C(=O)C=1OC2=C(N1)C=CC=C2 (S)-6-(4-(3-aminopropylsulfonyl)phenyl)-N-(2-(2-(benzo[d]oxazole-2-carbonyl)pyrrolidin-1-yl)-2-oxoethyl)quinoline-4-carboxamide 2,2,2-trifluoroacetate